3-amino-6-(3-(trimethylsilyl)phenyl)pyridineamide NC=1C(=NC(=CC1)C1=CC(=CC=C1)[Si](C)(C)C)C(=O)N